ClC=1C(=C(C=C(C1)Cl)S(=O)(=O)Cl)O 3,5-dichloro-2-hydroxybenzenesulfonyl chloride